(S)-3-fluoro-4-(((6-(pyrrolidin-3-ylamino)pyridin-2-yl)oxy)methyl)benzonitrile trifluoroacetic acid salt FC(C(=O)O)(F)F.FC=1C=C(C#N)C=CC1COC1=NC(=CC=C1)N[C@@H]1CNCC1